C(C)(C)OC1=CC=2N(C=C1NC(=O)C1=NC=NC=C1)C=C(N2)C2CCNCC2 N-[7-isopropoxy-2-(4-piperidinyl)imidazo[1,2-a]pyridin-6-yl]pyrimidine-4-carboxamide